C(C)(C)(C)NS(=O)(=O)C=1SC(=CC1)CC(C)C N-tert-butyl-5-isobutyl-thiophene-2-sulfonamide